6-phenyl-pyrazolo[1,5-a]pyridine-3-carbonitrile C1(=CC=CC=C1)C=1C=CC=2N(C1)N=CC2C#N